Cl.C1(CCC1)CN cyclobutylmethaneamine hydrochloride